5-fluoro-4-oxochromane-7-carbaldehyde FC1=C2C(CCOC2=CC(=C1)C=O)=O